ClC1=CC=C(C=C1)C=1C=C(C(N(N1)C1=CC(=CC=C1)F)=O)C(=O)NCC(C(=O)OC)(C)C Methyl 3-({[6-(4-chlorophenyl)-2-(3-fluorophenyl)-3-oxo-2,3-dihydropyridazin-4-yl] carbonyl} amino)-2,2-dimethylpropanoate